6-amino-3-(methoxymethyl)-1,3-dimethyl-2-oxoindoline-5-carboxylic acid methyl ester COC(=O)C=1C=C2C(C(N(C2=CC1N)C)=O)(C)COC